ClC1=NC=CC(=C1Cl)C1=C(C(=NC=C1)Cl)Cl 2,3-dichloro-4-(2,3-dichloro-4-pyridyl)pyridine